3-((2-chloro-4-(trifluoromethyl)phenyl)ethynyl)-5-cyanobenzoic acid ClC1=C(C=CC(=C1)C(F)(F)F)C#CC=1C=C(C(=O)O)C=C(C1)C#N